4-chloro-1,3-phenylene Diisocyanate ClC1=C(C=C(C=C1)N=C=O)N=C=O